thioglycolic acid allyl ester C(C=C)OC(CS)=O